ClC1=C(C=C(C=C1)C1=NN(C(=N1)C1[C@@H]([C@@H](C2=CC=CC=C12)NC(C)=O)O)CC)F 3-(4-Chloro-3-fluorophenyl-1-ethyl-1H-1,2,4-triazol-5-yl)-N-[(1R,2S)-2-hydroxy-2,3-dihydro-1H-inden-1-yl]acetamide